TRIS(TRIETHOXYSILYLMETHYL)AMINE C(C)O[Si](OCC)(OCC)CN(C[Si](OCC)(OCC)OCC)C[Si](OCC)(OCC)OCC